N-[(1S)-1-[3-(difluoromethanesulfonamido)phenyl]ethyl]-5-(6-ethoxypyrazin-2-yl)-1,3-thiazole-2-carboxamide FC(S(=O)(=O)NC=1C=C(C=CC1)[C@H](C)NC(=O)C=1SC(=CN1)C1=NC(=CN=C1)OCC)F